C(C)(C)(C)OC(=O)N(C(=O)OC(C)(C)C)C1=NC=C(C(=C1)Br)Cl (4-bromo-5-chloropyridin-2-yl)iminodicarboxylic acid di-tert-butyl ester